N-Phenyl-N-Propyl-[1,2,4]triazolo[4,3-a]quinazolin-5-amine C1(=CC=CC=C1)N(C1=NC=2N(C3=CC=CC=C13)C=NN2)CCC